tert-butyl (2S,5R)-2-(3,4-dichlorophenyl)-5-methyl-piperazine-1-carboxylate ClC=1C=C(C=CC1Cl)[C@@H]1N(C[C@H](NC1)C)C(=O)OC(C)(C)C